C(=C)OC(=O)C1OP(OC=C1)Cl.C1(=CC=CC=C1)C=1N=NNC1 phenyl-triazole vinyl-2-chloro-1,3,2-dioxaphosphinate